(2S,11aR)-7-fluoro-2-hydroxy-6-(2-methoxyethoxy)-8-methyl-2,3,11,11a-tetrahydro-1H,5H-benzo[f]pyrrolo[2,1-c][1,4]oxazepine-5-one FC=1C(=CC2=C(C(N3[C@@H](CO2)C[C@@H](C3)O)=O)C1OCCOC)C